(((2R)-1-acetyl-4-(3,4-bis(difluoromethoxy) phenyl) pyrrolidine-2-carboxamido) methyl) picolinate N1=C(C=CC=C1)C(=O)OCNC(=O)[C@@H]1N(CC(C1)C1=CC(=C(C=C1)OC(F)F)OC(F)F)C(C)=O